3-{2-[Methyl(quinolin-4-ylmethyl)amino]ethyl}-2-thioxo-1,2,3,7-tetrahydro-6H-purin-6-one CN(CCN1C(NC(C=2NC=NC12)=O)=S)CC1=CC=NC2=CC=CC=C12